alpha-Ketoisovalerate O=C(C(=O)[O-])C(C)C